C(C)(C)[C@H]1CN(CCN1)CN1C(C2=CC=CC(=C2C1)C(F)(F)F)=O ((S)-3-isopropylpiperazin-1-yl)methyl-4-(trifluoromethyl)isoindolin-1-one